3-[4-(ethylamino)phenyl]-2-(morpholine-4-carbonyl)prop-2-enenitrile C(C)NC1=CC=C(C=C1)C=C(C#N)C(=O)N1CCOCC1